tert-butyl (3R)-3-(3-bromopyrazolo[3,4-d]pyrimidin-1-yl)piperidine-1-carboxylate BrC1=NN(C2=NC=NC=C21)[C@H]2CN(CCC2)C(=O)OC(C)(C)C